C(C#C)C1=CC(=C(C(=O)C2=CC=CC=C2)C=C1)OCCC 4-propargyl-propoxybenzophenone